O=C1NC2=NC=CC=C2C=C1C(=O)N (E)-2-oxo-1H-1,8-naphthyridine-3-carboxamide